ClC1=NC=NC(=C1N)Cl 4,6-dichloropyrimidine-5-amine